COC1=CC=C(C=C1)C1(OC2=C(O1)C=C(C=C2C(=O)N[C@H](C(=O)NCCCCCC(=O)O)CCCCNC(=O)OC(C)(C)C)[N+](=O)[O-])C2=CC=C(C=C2)OC (S)-6-(2-(2,2-bis(4-methoxyphenyl)-6-nitrobenzo[d][1,3]dioxole-4-carboxamido)-6-((tert-butoxycarbonyl)amino)hexanamido)hexanoic acid